(1S,2s)-2-(1H-benzo[d]imidazol-2-yl)-N-((S)-1-(6-(trifluoromethyl)pyridin-3-yl)pyrrolidin-3-yl)cyclopropane-1-carboxyamide N1C(=NC2=C1C=CC=C2)[C@@H]2[C@@H](C2)CC(=O)N[C@@H]2CN(CC2)C=2C=NC(=CC2)C(F)(F)F